tert-butyl N-[4-[2-[4-[5-(2,6-dioxo-3-piperidyl)-2-pyridyl]piperazin-1-yl]ethyl]-1-piperidyl]carbamate O=C1NC(CCC1C=1C=CC(=NC1)N1CCN(CC1)CCC1CCN(CC1)NC(OC(C)(C)C)=O)=O